3-hydroxytricyclo[5.2.1.02,6]decane OC1C2C3CCC(C2CC1)C3